phosphotellurite P(=O)(=O)[TeH](=O)([O-])[O-]